CN(C)C(=O)NC1=CC(=C(C=C1)Cl)Cl The molecule is a member of the class of phenylureas that is urea in which both of the hydrogens attached to one nitrogen are substituted by methyl groups, and one of the hydrogens attached to the other nitrogen is substituted by a 3,4-dichlorophenyl group. It has a role as a herbicide, a photosystem-II inhibitor, a xenobiotic and an environmental contaminant. It is a dichlorobenzene and a member of phenylureas.